OC(CNC(=O)C1CN(CCC1)C1=CC=C2C(=NNC2=C1)C(=O)NC)COC1=CC=CC=C1 6-{3-[(2-hydroxy-3-phenoxypropyl)carbamoyl]piperidin-1-yl}-N-methyl-1H-indazole-3-carboxamide